FC=1C=C2C=3C(=NNC(C3C1)=O)[C@@H]([C@H](N2)C2=CC=C(C=C2)O)C2=NC=NN2C (8S,9R)-5-fluoro-8-(4-hydroxyphenyl)-9-(1-methyl-1H-1,2,4-triazol-5-yl)-8,9-dihydro-2H-pyrido[4,3,2-de]phthalazin-3(7H)-one